CC=1C=C(C=C(C1CC1=NNC(C(=C1)C1C(CCC1)C)=O)C)N1N=CC(NC1=O)=O 2-(3,5-dimethyl-4-((5-(2-methylcyclopentyl)-6-oxo-1,6-dihydropyridazin-3-yl)methyl)phenyl)-1,2,4-triazine-3,5(2H,4H)-dione